CCCCCCCCC1=CO1 epoxydecene